ClC1=NC(=C2C(=N1)N(N=C2)[C@H]2[C@@H]([C@@H]([C@H](O2)COC(COCC)(C)P(O)(O)=O)O)O)NC2CCCC2 (2-(((2R,3S,4R,5R)-5-(6-chloro-4-(cyclopentylamino)-1H-pyrazolo[3,4-d]pyrimidin-1-yl)-3,4-dihydroxytetrahydrofuran-2-yl)methoxy)-1-ethoxypropan-2-yl)phosphonic acid